1-(6-chloro-2-(2,6-dichloro-3,5-dimethoxyphenyl)pyrido[3,4-d]pyrimidin-4-yl)pyrrolidine-3-carbonitrile ClC1=CC2=C(N=C(N=C2N2CC(CC2)C#N)C2=C(C(=CC(=C2Cl)OC)OC)Cl)C=N1